C(C\C=C\CC)C1(C(CCC1)=O)C(=O)OCC ethyl (E)-1-(hex-3-en-1-yl)-2-oxocyclopentane-1-carboxylate